FC(C(=O)[O-])(F)F 2,2,2-trifluoroacetic acid anion